C(#N)C=1C=CC(=NC1)NC1=NC=C(C(=O)NOCC)C(=C1)NC1=C(C=C(C=C1)C#C)N(S(=O)(=O)C)C 6-(5-cyanopyridin-2-ylamino)-N-ethoxy-4-((4-ethynyl-2-(N-methyl-methanesulfonamido)-phenyl)amino)nicotinamide